methyl 5-((1s,4s)-4-((2-hydroxyethyl)(methyl)carbamoyl)cyclohexyl)-4-oxo-2-((2-(trimethylsilyl)ethoxy)methyl)-4,5-dihydro-2H-pyrazolo[4,3-c]pyridine-7-carboxylate OCCN(C(=O)C1CCC(CC1)N1C(C=2C(C(=C1)C(=O)OC)=NN(C2)COCC[Si](C)(C)C)=O)C